(Z)-hexanol C(CCCCC)O